(S)-tert-butyl 2-aminopropionate HCl Cl.N[C@H](C(=O)OC(C)(C)C)C